tert-Butyl N-[1-[(4-cyano-2-formyl-2,3-dihydro-1H-inden-5-yl)oxy]propan-2-yl]carbamate C(#N)C1=C2CC(CC2=CC=C1OCC(C)NC(OC(C)(C)C)=O)C=O